[Si](C1=CC=CC=C1)(C1=CC=CC=C1)(C(C)(C)C)OCC(C(=O)[O-])C 3-((tert-butyldiphenylsilyl) oxy)-2-methylpropanoate